6-((5-((3S,4S)-4-amino-3-methyl-2-oxa-8-azaspiro[4.5]decan-8-yl)pyrazin-2-yl)thio)-5-chloro-3-((1-methyl-1H-pyrazol-3-yl)methyl)quinazolin-4(3H)-one N[C@@H]1[C@@H](OCC12CCN(CC2)C=2N=CC(=NC2)SC=2C(=C1C(N(C=NC1=CC2)CC2=NN(C=C2)C)=O)Cl)C